FC(C1=NC(=NC(=N1)C(F)(F)F)N1C(C=2NC3=CC=C(C=C3C2CC1)Cl)CCC(=O)[O-])(F)F 3-[2-[4,6-bis(trifluoromethyl)-1,3,5-triazin-2-yl]-6-chloro-1,3,4,9-tetrahydropyrido[3,4-b]indol-1-yl]propanoate